FC=1C(=C(C=CC1)O)C1=NC=NN1C(C)C fluoro-2-[1-(propan-2-yl)-1H-1,2,4-triazol-5-yl]phenol